CC1=CC=C(C=C1)S(=O)(=O)N=CC=1SC(=CC1)C1=CC(=CC=C1)OC(F)(F)F 4-methyl-N-((5-(3-(trifluoromethoxy)phenyl)thiophen-2-yl)methylene)benzenesulfonamide